2-[(2R,4S)-2-(1-cyclopropylpyrazol-4-yl)tetrahydropyran-4-yl]-4-[2-fluoro-4-(trifluoromethyl)phenyl]-6,7-dimethyl-pyrido[3,4-d]pyrimidin-8-one C1(CC1)N1N=CC(=C1)[C@@H]1OCC[C@@H](C1)C=1N=C(C2=C(N1)C(N(C(=C2)C)C)=O)C2=C(C=C(C=C2)C(F)(F)F)F